(S)-5-(1-(4,4-difluorocyclohexyl)-5-(3,5-dimethylisoxazol-4-yl)-1H-benzo[d]imidazol-2-yl)-1-(3,4-difluorophenyl)pyrrolidin-2-one FC1(CCC(CC1)N1C(=NC2=C1C=CC(=C2)C=2C(=NOC2C)C)[C@@H]2CCC(N2C2=CC(=C(C=C2)F)F)=O)F